NC/C(/COC1=CC2=C(N=C(O2)NCC=2C=NC(=CC2)C)C=C1)=C\F (E)-6-((2-(amino-methyl)-3-fluoro-allyl)oxy)-N-((6-methylpyridin-3-yl)methyl)benzo-[d]oxazol-2-amine